CC(C[C@@H](C)N1N=CC(=C1)C=1C=2N(C=C(N1)C=1C=NN(C1)C(CO)CO)N=CC2)C (R)-2-(4-(4-(1-(4-methylpentan-2-yl)-1H-pyrazol-4-yl)pyrazolo[1,5-a]pyrazin-6-yl)-1H-pyrazol-1-yl)propane-1,3-diol